2,5-difluoro-4-(2-methyl-1-oxo-1,2-dihydro-2,7-naphthyridin-4-yl)benzaldehyde FC1=C(C=O)C=C(C(=C1)C1=CN(C(C2=CN=CC=C12)=O)C)F